C(#N)CC1CCC(CC1)N1C(=NC=2C1=C1C(=NC2)NC=C1)CN\C(\C1=CC=CC=C1)=N\O (E)-N-((1-((1r,4r)-4-(cyanomethyl)cyclohexyl)-1,6-dihydroimidazo[4,5-d]Pyrrolo[2,3-b]Pyridin-2-yl)methyl)-N'-hydroxybenzamidine